O=C1NC2=NC(=NC=C2N1CC#C)CC(=O)N (8-oxo-7-(prop-2-yn-1-yl)-8,9-dihydro-7H-purin-2-yl)acetamide